C1(CCCCC1)COC=1C(=C(C=C(C1C)C1=C(C=CC(=C1)C)S(=O)(=O)[O-])C1=C(C=CC(=C1)C)S(=O)(=O)[O-])C=O 5-(Cyclohexylmethoxy)-4-formyl-6-methyl-1,3-phenylenebis(4-methylbenzenesulfonate)